3-butylheptyl-8-((8-(heptadecan-9-yloxy)-8-oxooctyl)(3-(2-methoxyacetamido)propyl)amino)octanoate C(CCC)C(CCOC(CCCCCCCN(CCCNC(COC)=O)CCCCCCCC(=O)OC(CCCCCCCC)CCCCCCCC)=O)CCCC